methyl (S)-4-(4-(tert-butoxycarbonyl)-5-methyl-1,4-diazepan-1-yl)-8-cyclopropyl-1,6-dimethyl-2-oxo-1,2-dihydro-1,7-naphthyridine-3-carboxylate C(C)(C)(C)OC(=O)N1CCN(CC[C@@H]1C)C1=C(C(N(C2=C(N=C(C=C12)C)C1CC1)C)=O)C(=O)OC